4-p-coumaroyl-coa C(\C=C\C1=CC=C(C=C1)O)(=O)C12N=CN=C(C2=NCN1[C@H]1[C@H](O)[C@H](OP(=O)(O)O)[C@@H](COP(=O)(O)OP(=O)(O)OCC(C)(C)[C@@H](O)C(=O)NCCC(=O)NCCS)O1)N